C12CN(CC(O1)C2)CCCCCCCCC2=C1C(N(C(=NC1=CC=C2)C)C2C(NC(CC2)=O)=O)=O 3-(5-(8-(6-oxa-3-azabicyclo[3.1.1]heptane-3-yl)octyl)-2-methyl-4-oxoquinazoline-3(4H)-yl)piperidine-2,6-dione